NC=1C=2N(C3=CC(=C(C=C3N1)F)C(=O)N1[C@H](CC(CC1)(F)F)C1=CC=C(C=C1)S(F)(F)(F)(F)F)C=NC2 (R)-(4-amino-7-fluoroimidazo[1,5-a]quinoxalin-8-yl)(4,4-difluoro-2-(4-(pentafluoro-λ6-sulfaneyl)phenyl)piperidin-1-yl)methanone